3-chloro-N-[1-[3-(5-cyano-2-pyridyl)pyrazin-2-yl]ethyl]-5-(trifluoromethyl)benzamide ClC=1C=C(C(=O)NC(C)C2=NC=CN=C2C2=NC=C(C=C2)C#N)C=C(C1)C(F)(F)F